4-((2S,5R)-4-((1-((4-fluorophenyl)sulfonyl)-1H-1,2,3-triazol-4-yl)methyl)-2,5-dimethyl-piperazin-1-yl)-1-methyl-2-oxo-1,2-dihydroquinoline-3-carbonitrile FC1=CC=C(C=C1)S(=O)(=O)N1N=NC(=C1)CN1C[C@@H](N(C[C@H]1C)C1=C(C(N(C2=CC=CC=C12)C)=O)C#N)C